BrC1=C(C=C(C=N1)CO)F (6-bromo-5-fluoro-3-pyridinyl)methanol